ClC1=CC=C(CCNC2=NC=C(C(=O)OCC)C=C2)C=C1 Ethyl 6-((4-chlorophenethyl)amino)nicotinate